7-(1-(adamantan-1-ylmethyl)-5-methyl-1H-pyrazol-4-yl)-3-iodoimidazo[1,2-a]pyridine-8-carboxylate C12(CC3CC(CC(C1)C3)C2)CN2N=CC(=C2C)C2=C(C=3N(C=C2)C(=CN3)I)C(=O)[O-]